ClC=1C(=CC(=NC1)NC(CO)CO)N1C(C2=C(C=C1)N(N=C2)C(C2=CC=CC=C2)(C2=CC=CC=C2)C2=CC=CC=C2)=O 5-(5-chloro-2-((1,3-dihydroxypropan-2-yl)amino)pyridin-4-yl)-1-trityl-1,5-dihydro-4H-pyrazolo[4,3-c]pyridin-4-one